(R)-(+)-2-(t-butoxycarbonylamino)-3-phenylpropanol C(C)(C)(C)OC(=O)N[C@@H](CO)CC1=CC=CC=C1